1-(oxazolidin-2-yl)-1H-pyrazole-5-sulfinic acid lithium [Li].O1C(NCC1)N1N=CC=C1S(=O)O